2-(2-((3r,4r)-3-amino-4-fluoropyrrolidin-1-yl)-6-cyclopropylpyrimidin-4-yl)-4-(2-fluoro-6-methoxyphenyl)-2,3-dihydro-1H-pyrrolo[3,4-c]pyridin-1-one N[C@@H]1CN(C[C@H]1F)C1=NC(=CC(=N1)N1CC=2C(=NC=CC2C1=O)C1=C(C=CC=C1OC)F)C1CC1